1-(2-(4-cyclopropyl-1H-1,2,3-triazol-1-yl)acetyl)-4-hydroxy-N-(benzyl)pyrrolidine-2-carboxamide methyl-(1R,7aS*)-1-methoxy-6-methylenetetrahydro-1H-pyrrolizine-7a(5H)-carboxylate COC(=O)[C@]12CC(CN2CC[C@H]1OC)=C.C1(CC1)C=1N=NN(C1)CC(=O)N1C(CC(C1)O)C(=O)NCC1=CC=CC=C1 |o1:4|